2-methyl-2-[5-methyl-2,4-dioxo-1-[(2R)-2-phenyl-2-(propan-2-yloxy)ethyl]-6-(1H-1,2,4-triazol-1-yl)-1H,2H,3H,4H-thieno[2,3-d]pyrimidin-3-yl]propanoic acid CC(C(=O)O)(C)N1C(N(C2=C(C1=O)C(=C(S2)N2N=CN=C2)C)C[C@H](OC(C)C)C2=CC=CC=C2)=O